C1(=CC=CC=C1)C1=CC=NC(=N1)C1=CC(=CC=C1)C1=NC(=C(N=C1C1=CC=CC=C1)C1=CC=CC=C1)C1=CC=CC=C1 6-phenyl-2-(3-(3,5,6-triphenylpyrazin-2-yl)phenyl)pyrimidine